amylketone C(CCCC)C(=O)CCCCC